2-phenylisoquinoline-1,3,4(2H)-trione C1(=CC=CC=C1)N1C(C2=CC=CC=C2C(C1=O)=O)=O